Cl[Al-](Cl)(Cl)Cl.[NH4+] ammonium tetrachloroaluminate salt